FC(C=1C(=NC(=NC1)N)N)(F)F 5-(trifluoromethyl)pyrimidine-2,4-diamine